cyclobutyl(4-(1-methyl-1H-pyrazol-5-yl)-6-(2-methyl-2H-pyrazolo[3,4-b]pyridin-5-yl)thieno[2,3-b]pyridin-2-yl)methanol C1(CCC1)C(O)C1=CC=2C(=NC(=CC2C2=CC=NN2C)C2=CC=3C(N=C2)=NN(C3)C)S1